8-chloro-7-[(2-methyl-3H-benzimidazol-5-yl)oxy]-2-[1-[1-(2-pyridyl)-4-piperidyl]pyrazol-4-yl]quinoxaline ClC=1C(=CC=C2N=CC(=NC12)C=1C=NN(C1)C1CCN(CC1)C1=NC=CC=C1)OC1=CC2=C(N=C(N2)C)C=C1